COC=1C=C(C=CC1)C1=C(C(=O)O)C=CC=N1 2-(3-methoxyphenyl)nicotinic acid